OC1CCC(CC1)C(=O)O[C@H]1[C@@H](OC2=CC(=CC(=C2C1)O)O)C1=CC(=C(C(=C1)O)O)O (2S,3R)-5,7-dihydroxy-2-(3,4,5-trihydroxyphenyl)chroman-3-yl 4-hydroxycyclohexane-1-carboxylate